COC(C(=O)O)C(=O)O (R)-2-methoxymalonic acid